CNC=1C=C(C=CC1)C(NC(=O)C=1C(NC(=CC1)C(F)(F)F)=O)C1=CC=C(C=C1)C N-((3-(methylamino)phenyl)(p-tolyl)methyl)-2-oxo-6-(trifluoromethyl)-1,2-dihydropyridine-3-carboxamide